COC(C(=O)O)=CC1=CC=CC=C1.C(C=CC1=CC=CC=C1)(=O)OC methyl cinnamate (methoxycinnamate)